C(C1=CC=CC=C1)C1=C(C=CC=C1)C=1N(C(=C2CCC3=C(C12)C=CC=C3)C)C=3C=CC=C1C=CC(=CC31)O 8-(1-(2-benzyl-phenyl)-3-methyl-4,5-dihydro-2H-benzo[e]isoindol-2-yl)naphthalen-2-ol